BrC=1C=C(OC2=NC=C(C=C2F)Cl)C=CC1C1=NN=NN1 2-(3-bromo-4-(1H-tetrazol-5-yl)phenoxy)-5-chloro-3-fluoropyridine